C(CCCCCCC)C1=CC2=C(NN=N2)C=C1 5-octyl-benzotriazole